C(C)(C)N(P(N(C(C)C)C(C)C)OCC1(CC1)C1=CC=CC=C1)C(C)C N,N,N',N'-tetraisopropyl-1-((1-phenylcyclopropyl)methoxy)phosphanediamine